Cl.Cl.N1(CCCC1)C1=CC=CC=2N(C=NC21)CCC[C@H]2NCCC[C@@H]2O (2R,3S)-2-(3-(4-(pyrrolidin-1-yl)-1H-benzo[d]imidazol-1-yl)propyl)piperidin-3-ol dihydrochloride